7-bromo-2-chloro-N-(furan-2-ylmethyl)-6-((1s,2s)-2-nitrocyclohexyl)thieno[3,2-d]pyrimidin-4-amine BrC1=C(SC2=C1N=C(N=C2NCC=2OC=CC2)Cl)[C@@H]2[C@H](CCCC2)[N+](=O)[O-]